(Z)-Dimethyl 2-(octadec-9-en-1-yl)malonate C(CCCCCCC\C=C/CCCCCCCC)C(C(=O)OC)C(=O)OC